2-(4-chlorophenyl)-4-(3-thienylmethyl)-thieno[2,3-d]pyridazine-7-carboxamide ClC1=CC=C(C=C1)C1=CC=2C(=C(N=NC2CC2=CSC=C2)C(=O)N)S1